N-(5-chloro-4-(5,5-dimethyl-5,6-dihydro-4H-pyrrolo[1,2-b]pyrazol-3-yl)pyridin-2-yl)-2-((5S,7R)-1-oxo-2-azaspiro[4.5]dec-7-yl)acetamide ClC=1C(=CC(=NC1)NC(C[C@H]1C[C@]2(CCNC2=O)CCC1)=O)C1=C2N(N=C1)CC(C2)(C)C